2-acetamido-L-quinovose C(C)(=O)N[C@](C=O)(O)[C@H](O)[C@@H](O)[C@@H](O)C